1-hexylnonyl 6-[3-benzyloxy-2-[6-(1-hexylnonoxy)-6-oxo-hexoxy]propoxy]hexanoate C(C1=CC=CC=C1)OCC(COCCCCCC(=O)OC(CCCCCCCC)CCCCCC)OCCCCCC(=O)OC(CCCCCCCC)CCCCCC